N-(1,3-Diphenylpropyl)-2,4,6-trimethylbenzenesulfonamide C1(=CC=CC=C1)C(CCC1=CC=CC=C1)NS(=O)(=O)C1=C(C=C(C=C1C)C)C